benzyl (R)-(6-bromo-5-methyl-1,2,3,4-tetrahydronaphthalen-2-yl)carbamate BrC=1C(=C2CC[C@H](CC2=CC1)NC(OCC1=CC=CC=C1)=O)C